C1(=CC=CC=C1)OC(NC=1C=NC(=C(C1)Cl)N1N=CC=N1)=O N-[5-chloro-6-(2H-1,2,3-triazol-2-yl)-3-pyridinyl]-Carbamic acid phenyl ester